NC1=NN2C(N=CC=C2)=C1C(=O)N[C@@H](C)C=1N(C(C2=C(C=CC=C2C1)P(=O)(C)C)=O)C1=CC=CC=C1 (S)-2-amino-N-(1-(8-(dimethylphosphoryl)-1-oxo-2-phenyl-1,2-dihydroisoquinolin-3-yl)ethyl)pyrazolo[1,5-a]pyrimidine-3-carboxamide